N-((3-(benzyloxy)-1-butyl-6-methyl-4-oxo-1,4-dihydropyridin-2-yl)methyl)-2-(4-fluorophenyl)acetamide methyl-3-acetyl-7-methoxyindolizine-1-carboxylate COC(=O)C=1C=C(N2C=CC(=CC12)OC)C(C)=O.C(C1=CC=CC=C1)OC1=C(N(C(=CC1=O)C)CCCC)CNC(CC1=CC=C(C=C1)F)=O